cyclohexane-1,4-dicarboxylic acid dibutyl ester C(CCC)OC(=O)C1CCC(CC1)C(=O)OCCCC